(sec-butylcyclopentadienyl)zirconium triethoxide [O-]CC.[O-]CC.[O-]CC.C(C)(CC)C1(C=CC=C1)[Zr+3]